Methyl 6-methylpyridazine-3-carboxylate CC1=CC=C(N=N1)C(=O)OC